N-(4-cyano-2,5-difluorophenyl)-5-(2,4,6-trifluorophenyl)-1H-pyrrole-3-sulfonamide C(#N)C1=CC(=C(C=C1F)NS(=O)(=O)C1=CNC(=C1)C1=C(C=C(C=C1F)F)F)F